C(C)(C)(C)N(C)CC1=C(C=O)C(=CC=C1)F 2-((tert-butyl-(methyl)amino)methyl)-6-fluorobenzaldehyde